penta-hydrosulfosalicylic acid OC(=O)C1C(O)CCC(S(=O)(=O)O)C1